C(C1=CC=CC=C1)N1N=C2C(=C(C(=CC2=C1)C)NC(=O)C=1N(N=C(C1)C(F)(F)F)C1=NC=CC=C1Cl)C(=O)N 2-benzyl-6-[[2-(3-chloro-2-pyridinyl)-5-(trifluoromethyl)pyrazole-3-carbonyl]amino]-5-methyl-indazole-7-carboxamide